isopropyl 2-((4-((2-(dimethylamino)ethyl)(methyl-d3)amino)-2-methoxy-5-nitrophenyl)amino)-4-(5'-methylspiro(cyclopropane-1,3'-pyrrolo[3,2-b]pyridin)-1'(2'H)-yl)pyrimidine-5-carboxylate CN(CCN(C1=CC(=C(C=C1[N+](=O)[O-])NC1=NC=C(C(=N1)N1CC2(C3=NC(=CC=C31)C)CC2)C(=O)OC(C)C)OC)C([2H])([2H])[2H])C